2-(benzofuran-6-carbonyl)-5,7-dichloro-1,2,3,4-tetrahydroisoquinoline-6-carboxylic acid O1C=CC2=C1C=C(C=C2)C(=O)N2CC1=CC(=C(C(=C1CC2)Cl)C(=O)O)Cl